NC1=CC=C2C(=CC(=NC2=N1)O)C(F)(F)F 7-amino-4-(trifluoromethyl)-1,8-naphthyridin-2-ol